magnesium-copper-strontium-zinc [Zn].[Sr].[Cu].[Mg]